C(CCC)C1=C(C(=O)O)C(=CC(=C1)O)C 2-butyl-4-hydroxy-6-methylbenzoic acid